[NH4+].P(=O)(OCCN(CC1=CC=C(C=C1)F)C(CCC1=CC(=CC=C1)OCCCCCCCCCC)=O)(O)O 2-[{3-[3-(Decyloxy)phenyl]propanoyl}(4-fluorobenzyl)amino]ethyl dihydrogen phosphate ammonium salt